C1(C=CC(N1C=1C(=C(C(=CC1)C)C)N1C(C=CC1=O)=O)=O)=O bismaleimidoxylene